C(/C)=N\O N-[(1E)-ethylidene]hydroxylamine